5-Hexynal C(CCCC#C)=O